C(C1=CC=CC=C1)N1C(C=CC=C1F)=O 1-benzyl-6-fluoropyridin-2(1H)-one